N1N=CC2=C(C=CC=C12)CN1N=CC2=C(C1=O)N(C1=C2C=CC(=N1)CC1=NC(=CC=C1)OC)C 7-((1H-indazol-4-yl)methyl)-2-((6-methoxypyridin-2-yl)methyl)-9-methyl-7,9-dihydro-8H-pyrido[3',2':4,5]pyrrolo[2,3-d]pyridazin-8-one